manganese ethylene-1,2-bisdithiocarbamate C(CNC(=S)[S-])NC(=S)[S-].[Mn+2]